ClC1=C(C(=NC(=C1)Cl)C[C@@]1(C[C@H](N(CC1)C(=O)OC(C)(C)C)C)C(=O)OC(C)(C)C)F di-tert-butyl (2R,4R)-4-((4,6-dichloro-3-fluoropyridin-2-yl) methyl)-2-methylpiperidine-1,4-dicarboxylate